C(#N)C1CCN(CC1)C1=CC2=C(C[C@@](O2)(C)CO)C=C1NC(=O)C=1C=NN2C1N=CC=C2 (S)-N-(6-(4-cyanopiperidin-1-yl)-2-(hydroxymethyl)-2-methyl-2,3-dihydrobenzofuran-5-yl)pyrazolo[1,5-a]pyrimidine-3-carboxamide